NC=1N=C(SC1C(C1=CC=C(C=C1)OCC(=O)NCC(C)(C)C)=O)N(C1=CC=C(C=C1)F)C(C(=O)N)C (N-[4-Amino-5-[4-[2-(2,2-dimethylpropylamino)-2-oxoethoxy]benzoyl]thiazol-2-yl]-4-fluoroanilino)propanamid